1-(2-ethoxyethyl)-3-[3-(trimethoxysilyl)-propyl]-imidazolidine C(C)OCCN1CN(CC1)CCC[Si](OC)(OC)OC